FC1=C(C=CC(=C1)C1=NN(C=N1)C1=CC=C(C=C1)OC(F)(F)F)NC(=O)\N=C\1/SCC(N1C1=C(C=CC(=C1)C)CC=1C=NC=CC1)=O (Z)-1-(2-fluoro-4-(1-(4-(trifluoromethoxy)phenyl)-1H-1,2,4-triazol-3-yl)phenyl)-3-(3-(5-methyl-2-(pyridin-3-ylmethyl)phenyl)-4-oxothiazolidin-2-ylidene)urea